2-(4-trifluoromethylphenylimino)-4-(2,4-difluorophenyl)thiazole FC(C1=CC=C(C=C1)N=C1SC=C(N1)C1=C(C=C(C=C1)F)F)(F)F